2-(2-(4-methoxybenzyl)-3-oxoisoindolin-5-yl)acetonitrile COC1=CC=C(CN2CC3=CC=C(C=C3C2=O)CC#N)C=C1